[Si](C1=CC=CC=C1)(C1=CC=CC=C1)(C(C)(C)C)OCCCCC[C@H](CO)NC(OC(C)(C)C)=O tert-butyl (R)-(7-((tert-butyldiphenylsilyl)oxy)-1-hydroxyheptan-2-yl)carbamate